tert-butyl 2-(4-((3,4-dimethoxyphenyl) methyl-d2)-2-(2-isopropylphenyl) piperazin-1-yl)-7-azaspiro[3.5]nonane-7-carboxylate COC=1C=C(C=CC1OC)C(N1CC(N(CC1)C1CC2(C1)CCN(CC2)C(=O)OC(C)(C)C)C2=C(C=CC=C2)C(C)C)([2H])[2H]